methyl 5-amino-3-methylbenzo[d]isoxazole-6-carboxylate NC=1C(=CC2=C(C(=NO2)C)C1)C(=O)OC